ClC1=C(C=C(C=2C3=C(NC12)CCNC(C3)=O)C3=NC(=NO3)C(=O)OCC)Cl ethyl 5-(7,8-dichloro-2-oxo-1,2,3,4,5,6-hexahydroazepino[4,5-b]indol-10-yl)-1,2,4-oxadiazole-3-carboxylate